(2S,7ar)-2-fluorotetrahydro-1H-pyrrolizine F[C@H]1CC2=CCCN2C1